ferroceneamide [C-]1(C=CC=C1)C(=O)N.[CH-]1C=CC=C1.[Fe+2]